CCS(=O)(=O)[O-] beta-ethanesulfonate